FC(CNC1CCC(CC1)COC1=NC(=NC=C1)NC1=CC=C(C=C1)N1CCOCC1)F 4-(((1R,4R)-4-((2,2-difluoroethyl)amino)cyclohexyl)methoxy)-N-(4-morpholinophenyl)pyrimidin-2-amine